N(=C=O)C(C(=O)O)CCCCN=C=O 2,6-diisocyanatohexanoic acid